5-[[7-fluoro-2-(4-methyl-1,2,5-oxadiazol-3-yl)benzoimidazol-1-yl]methyl]pyrimidine-2-carbonitrile FC1=CC=CC2=C1N(C(=N2)C2=NON=C2C)CC=2C=NC(=NC2)C#N